NC1=C(C=C(C(=O)NC=2C(N(C=CC2)C(C(=O)N[C@@H]2C(OC(C2)=O)OCC)CC2=CC=CC=C2)=O)C=C1)Cl 4-amino-3-chloro-N-(1-(1-(((3S)-2-ethoxy-5-oxotetrahydrofuran-3-yl)amino)-1-oxo-3-phenylpropan-2-yl)-2-oxo-1,2-dihydropyridin-3-yl)benzamide